3-(2-methoxyphenyl)-4-(2-methoxy-pyrimidin-5-yl)-1H-pyrazolo[3,4-b]pyridine COC1=C(C=CC=C1)C1=NNC2=NC=CC(=C21)C=2C=NC(=NC2)OC